tert-butyl 2-(2-(2,6-dioxopiperidin-3-yl)-1,3-dioxoisoindolin-4-yl)-2,7-diazaspiro[3.5]nonane-7-carboxylate O=C1NC(CCC1N1C(C2=CC=CC(=C2C1=O)N1CC2(C1)CCN(CC2)C(=O)OC(C)(C)C)=O)=O